NC(C([C@H](CC1=CC=CC=C1)NC(=O)C1=CC(=NN1C1=CC=CC=C1)C1CC1)=O)=O (S)-N-(4-AMINO-3,4-DIOXO-1-PHENYLBUTAN-2-YL)-3-CYCLOPROPYL-1-PHENYL-1H-PYRAZOLE-5-CARBOXAMIDE